C(CC)C=1N=NC(=NN1)CCC 3,6-dipropyl-1,2,4,5-tetrazine